((((9H-fluoren-9-yl)methoxy)carbonyl)amino)propanamide C1=CC=CC=2C3=CC=CC=C3C(C12)COC(=O)NC(C(=O)N)C